tert-butyl (4-(4-(3-amino-2-chlorophenyl)-3-chloropyridin-2-yl)-2-methoxybenzyl)(2-((tert-butyldimethylsilyl)oxy)ethyl)carbamate NC=1C(=C(C=CC1)C1=C(C(=NC=C1)C1=CC(=C(CN(C(OC(C)(C)C)=O)CCO[Si](C)(C)C(C)(C)C)C=C1)OC)Cl)Cl